BrCC1=C(C(=O)OC)C=C(C=C1C(F)(F)F)CO methyl 2-(bromomethyl)-5-(hydroxymethyl)-3-(trifluoromethyl)-benzoate